1-N'-[5-chloro-6-[6-(ethylcarbamoyl)-7-methoxyquinolin-4-yl]oxy-pyridin-3-yl]-1-N-(4-fluorophenyl)cyclopropane-1,1-dicarboxamide ClC=1C=C(C=NC1OC1=CC=NC2=CC(=C(C=C12)C(NCC)=O)OC)NC(=O)C1(CC1)C(=O)NC1=CC=C(C=C1)F